6-bromo-N-(6-cyanopyridin-3-yl)picolinamide BrC1=CC=CC(=N1)C(=O)NC=1C=NC(=CC1)C#N